tert-butyl 4-(2-(2-(2-(benzyloxy)ethoxy)ethoxy)ethoxy)piperidine-1-carboxylate C(C1=CC=CC=C1)OCCOCCOCCOC1CCN(CC1)C(=O)OC(C)(C)C